1-(3-oxo-3-(3-(trifluoromethyl)-8,9-dihydropyrido[3',2':4,5]imidazo[1,2-a]pyrazin-7(6H)-yl)propoxy)propan O=C(CCOCCC)N1CC=2N(CC1)C1=C(N2)C=C(C=N1)C(F)(F)F